C(CCCCCCC\C=C/CCCCCCCC)(=O)OCC(C[N+](C)(C)C)OC(CCCCCCC\C=C/CCCCCCCC)=O 1,2-bis(oleoyloxy)-3-(trimethylammonio)propane